N-(2-fluoroethyl)-4-hydroxypyrrolidine-2-carboxamide FCCNC(=O)C1NCC(C1)O